ClC1=CC(=C(C=C1F)CC(C(=O)O)(F)F)F 4-chloro-α,α,2,5-tetrafluoro-benzenepropanoic acid